C(C1=C(C(=CC(=C1)C)C(C)(C)C)O)C1=C(C(=CC(=C1)C)C(C)(C)C)O 2,2'-methylenebis(4-Methyl-6-tert-butylphenol)